C(C)N1N=NC2=C1C=CC(=C2C)C(CC(=O)O)C2=CC=C1CCN(CC1=C2)C(=O)C=2C(=NC=CC2)C 3-(1-ethyl-4-methyl-benzotriazol-5-yl)-3-[2-(2-methylpyridine-3-carbonyl)3,4-dihydro-1H-isoquinolin-7-yl]propanoic acid